6-methoxy-3,3-dimethyl-3,4-dihydro-1H-[1,4]oxazine COC1=CNC(CO1)(C)C